4-(8-(3-(difluoromethoxy)-5-fluorophenyl)-6-(3-(trifluoromethyl)phenylsulfonyl)-4,4a,5,6-tetrahydro-1H-pyrazino[1,2-a]quinoxalin-3(2H)-yl)-4-oxobutanoic acid FC(OC=1C=C(C=C(C1)F)C=1C=C2N(CC3N(C2=CC1)CCN(C3)C(CCC(=O)O)=O)S(=O)(=O)C3=CC(=CC=C3)C(F)(F)F)F